FC1(CNCCC1C1=NC(=C(C(=O)N)C=C1)C1=CC=C(C=C1)OC1=CC=CC=C1)F 6-(3,3-difluoropiperidin-4-yl)-2-(4-phenoxyphenyl)nicotinamide